2-{5-fluoro-3-methyl-4-[(3,4,5-trifluorophenyl)ethynyl]phenyl}-5-pentylthieno[3,2-b]thiophene FC=1C(=C(C=C(C1)C1=CC2=C(S1)C=C(S2)CCCCC)C)C#CC2=CC(=C(C(=C2)F)F)F